4-(5-methoxy-2-nitro-phenyl)morphine COC=1C=CC(=C(C1)C12C(C=CC=3C[C@@H]4[C@@H]5C=C[C@@H]([C@@H]([C@@]5(C13)CCN4C)O2)O)O)[N+](=O)[O-]